trans-3-[(3-chloro-5-fluorobenzyl)oxy]-N-{2-fluoro-3-[6-oxo-4-(trifluoromethyl)-1,6-dihydropyrimidine-2-yl]-4-(trifluoromethyl)benzyl}cyclobutane-1-carboxamide ClC=1C=C(CO[C@@H]2C[C@H](C2)C(=O)NCC2=C(C(=C(C=C2)C(F)(F)F)C=2NC(C=C(N2)C(F)(F)F)=O)F)C=C(C1)F